N1=CC(=CC=C1)CON 3-pyridylmethoxyamine